[O-]P([O-])(=O)OP(=O)([O-])[O-].O=C1C(O)=C(O)[C@H](O1)[C@@H](O)CO.[Na+].[Na+].[Na+].[Na+] sodium ascorbic acid diphosphate